C(#N)C=1C=C(OC=2C(=C3C=CNC3=CC2F)C#CCOCCC(=O)OC(C)(C)C)C=CC1F Tert-Butyl 3-((3-(5-(3-cyano-4-fluorophenoxy)-6-fluoro-1H-indol-4-yl)prop-2-yn-1-yl)oxy)propanoate